((2-(2-methoxy-7-methylquinoxalin-5-yl)-7,8-dihydrobenzofuro[5,4-d]thiazol-7-yl)methyl)carbamate COC1=NC2=CC(=CC(=C2N=C1)C=1SC2=C(N1)C=CC1=C2CC(O1)CNC([O-])=O)C